NC1=NC=NN2C1=C(C=C2[C@@H]2CC[C@H](CC2)C#N)C2=CC=C(C=C2)C2=C(C(N(C=C2)C2=CC=CC=C2)=O)C(=O)N {4-[4-amino-7-(trans-4-cyanocyclohexyl)pyrrolo[2,1-f][1,2,4]triazin-5-yl]phenyl}-2-oxo-1-phenyl-1,2-dihydropyridine-3-carboxamide